C(CCC)O[Si](OCCCC)(OCCCC)OCCCC tetrabutoxysilicon